N1C(=NC2=C1C=CC=C2)C2=CC=C(C=NNC1=CC=CC=C1)C=C2 2-(4-(1H-benzimidazol-2-yl)benzylidene)-N-phenylhydrazine